(S)-6-isopropyl-3-methoxy-1-methyl-2,10-dioxo-2,5,6,10-tetrahydro-1H-pyrido[1,2-H][1,7]Naphthyridine-9-carboxylic acid C(C)(C)[C@@H]1CC=2C=C(C(N(C2C=2N1C=C(C(C2)=O)C(=O)O)C)=O)OC